5-(2-((tert-butyldimethylsilyl)oxy)ethoxy)-2,4-dichloropyrimidine [Si](C)(C)(C(C)(C)C)OCCOC=1C(=NC(=NC1)Cl)Cl